5-methyl-1,4-diazacycloheptane CC1NCCNCC1